FC1(CN(C[C@@H](C1)N1C(CCC1=O)C)C(=O)OC1=NC=C(C=C1)Cl)F 1-5-chloropyridin-2-yl (5R)-3,3-difluoro-5-(2-methyl-5-oxopyrrolidin-1-yl)piperidine-1-carboxylate